3-((benzyloxy)methyl)-1-((2S,3R,4R,5R)-3-fluoro-4-hydroxy-5-(hydroxymethyl)tetrahydrofuran-2-yl)pyrimidine-2,4(1H,3H)-dione C(C1=CC=CC=C1)OCN1C(N(C=CC1=O)[C@H]1O[C@@H]([C@H]([C@H]1F)O)CO)=O